O=C1NC(CC[C@H]1NC(=O)C1=CC=C(C=N1)N1CCN(CC1)C(=O)OC(C)(C)C)=O |r| tert-Butyl (±)-4-(6-((2,6-dioxopiperidin-3-yl)aminocarbonyl)pyridin-3-yl)piperazine-1-carboxylate